1-(6-fluoro-[1,2,4]triazolo[4,3-a]pyridin-3-yl)(4-(2-(trifluoromethyl)phenyl)piperidin-1-yl)methanone FC=1C=CC=2N(C1)C(=NN2)C(=O)N2CCC(CC2)C2=C(C=CC=C2)C(F)(F)F